C(C(=C)C)(=O)NC1=CC=C(C(=O)C2=CC=CC=C2)C=C1 N-(methacryloyl)-4-aminobenzophenone